tert-butyl (6-chloropyridin-3-yl)sulfonyl(thiazol-4-yl)carbamate ClC1=CC=C(C=N1)S(=O)(=O)N(C(OC(C)(C)C)=O)C=1N=CSC1